C(C)C(COCC(COC1=CC=CC=C1)O)CCCC (2-ethylhexyl)oxy-3-phenoxypropan-2-ol